1-(4-cyanobenzyl)-1H-imidazole-2-carboxylic acid C(#N)C1=CC=C(CN2C(=NC=C2)C(=O)O)C=C1